4-((2S,5R)-4-((4-cyclopropylthiazol-2-yl)(4-fluorophenyl)methyl)-5-ethyl-2-methylpiperazin-1-yl)-1-methyl-2-oxo-1,2-dihydropyrido[3,2-d]pyrimidine-6-carbonitrile C1(CC1)C=1N=C(SC1)C(N1C[C@@H](N(C[C@H]1CC)C=1C2=C(N(C(N1)=O)C)C=CC(=N2)C#N)C)C2=CC=C(C=C2)F